C1(CC1)NC1=CC=C(C(=N1)F)C1=C(C=NN1C1CCN(CC1)C)C(=O)N[C@@H]1C(NC2=C(C(=N1)C1=CC=CC=C1)C=CC=C2F)=O 5-[6-(Cyclopropylamino)-2-fluoropyridin-3-yl]-N-[(3S)-9-fluoro-2-oxo-5-phenyl-1,3-dihydro-1,4-benzodiazepin-3-yl]-1-(1-methylpiperidin-4-yl)pyrazole-4-carboxamide